C1(=CC=CC2=CC3=CC=CC=C3C=C12)C=1C(=NC=CC1)Br anthracenyl-bromopyridine